2-(2-oxabicyclo[2.1.1]hex-4-yl)-N-(1-((1S,2R)-2-fluorocyclopropyl)-2-oxo-1,2-dihydropyridin-3-yl)-7-isopropoxyimidazo[1,2-a]pyrimidine-6-carboxamide C12OCC(C1)(C2)C=2N=C1N(C=C(C(=N1)OC(C)C)C(=O)NC=1C(N(C=CC1)[C@@H]1[C@@H](C1)F)=O)C2